(S)-1-((S)-2-methylpiperidin-1-yl)propane C[C@@H]1N(CCCC1)CCC